OC=1C(=CC2=CC(=CC=C2C1)O)C(=O)OC methyl 3,7-dihydroxy-2-naphthoate